FC=1C=C(C=C(C1)F)[C@@H]1CC[C@H]2OC3(C(N21)=O)CCN(CC3)C(=O)C3=C(SC=C3)N3N=CC=N3 (5'S,7a'R)-5'-(3,5-difluorophenyl)-1-[2-(2H-1,2,3-triazol-2-yl)thiophene-3-carbonyl]tetrahydro-3'H-spiro[piperidine-4,2'-pyrrolo[2,1-b][1,3]oxazol]-3'-one